CC(C(=O)OC)C(C[N+](=O)[O-])C methyl 2,3-dimethyl-4-nitrobutanoate